8-bromo-7-chloro-1,5-naphthyridin-2-yl trifluoromethanesulfonate FC(S(=O)(=O)OC1=NC2=C(C(=CN=C2C=C1)Cl)Br)(F)F